(1R)-6-chloro-N-[2,4-difluoro-3-(2-{[(1r,4r)-4-aminocyclohexyl]amino}quinazolin-6-yl)phenyl]-1-hydroxy-2,3-dihydro-1H-indene-4-sulfonamide ClC=1C=C(C=2CC[C@H](C2C1)O)S(=O)(=O)NC1=C(C(=C(C=C1)F)C=1C=C2C=NC(=NC2=CC1)NC1CCC(CC1)N)F